palladium-antimony [Sb].[Pd]